Butyl-butenylpyrrolidine C(CCC)C1N(CCC1)C=CCC